8-(bromomethyl)-9-fluoro-1H-pyrrolo[1,2,3-de]quinoxalin-2(3H)-one BrCC=1C=C2C=3N(CC(NC3C1F)=O)C=C2